Ethyl (E)-3-(3-((5-(2-fluoro-5-((6-fluoro-4-methyl-1H-indol-5-yl)oxy)phenyl)-4H-1,2,4-triazol-3-yl)methyl)phenyl)acrylate FC1=C(C=C(C=C1)OC=1C(=C2C=CNC2=CC1F)C)C=1NC(=NN1)CC=1C=C(C=CC1)/C=C/C(=O)OCC